tert-Butyl 6-(3-(6-amino-8-(6-iodobenzo[d][1,3]dioxol-5-ylthio)-9H-purin-9-yl)propylamino)hexylcarbamate NC1=C2N=C(N(C2=NC=N1)CCCNCCCCCCNC(OC(C)(C)C)=O)SC1=CC2=C(OCO2)C=C1I